CC1=NOC(=C1C=1C=C2C(=NC1)N(C=C2C2=C(C=C(C(=O)O)C=C2)OCC)[C@@H](C)C2=NC=CC=C2)C (S)-4-(5-(3,5-dimethylisoxazol-4-yl)-1-(1-(pyridin-2-yl)ethyl)-1H-pyrrolo[2,3-b]pyridin-3-yl)-3-ethoxybenzoic acid